4-(3-(methyl-sulfonyl)phenyl)-1-propylpiperidine hydrochloride Cl.CS(=O)(=O)C=1C=C(C=CC1)C1CCN(CC1)CCC